C(C)(=O)C1=C(C2=C(N=C(N=C2)NC2=NC=C(C=C2)N2CCC(CC2)OC2=CC=C(C=C2)CO)N(C1=O)C1CCCC1)C 6-acetyl-8-cyclopentyl-2-((5-(4-(4-(hydroxymethyl)phenoxy)-piperidin-1-yl)pyridin-2-yl)amino)-5-methylpyrido[2,3-d]pyrimidin-7(8H)-one